2-(3-methoxyphenyl)-1-(1-pentyl-1H-indol-3-yl)-ethanone COC=1C=C(C=CC1)CC(=O)C1=CN(C2=CC=CC=C12)CCCCC